N-((1-(4-(trifluoromethyl)phenyl)-1,2,3,4-tetrahydro-1,5-naphthyridin-3-yl)methyl)acrylamide FC(C1=CC=C(C=C1)N1CC(CC2=NC=CC=C12)CNC(C=C)=O)(F)F